OC1=NC=CC=C1 ortho-hydroxypyridine